1-(tert-Butyl) 2-methyl (S)-4-oxopiperidine-1,2-dicarboxylate O=C1C[C@H](N(CC1)C(=O)OC(C)(C)C)C(=O)OC